CO[Si](CCCNCCC[Si](OC)(OC)OC)(OC)OC Bis[3-(trimethoxysilyl)propyl]Amine